Cl.COC1=CC2=C(N=C(N=C2SCC(=O)C=2SC(=CC2)CNC)C)N=C1 2-((6-methoxy-2-methylpyrido[2,3-d]pyrimidin-4-yl)thio)-1-(5-((methylamino)methyl)thiophen-2-yl)ethan-1-one hydrochloride